(2'S)-2'-Deoxy-2'-fluoro-5-ethynyluridine F[C@@H]1[C@@H](O[C@@H]([C@H]1O)CO)N1C(=O)NC(=O)C(=C1)C#C